Natrium (S)-3-(3-(1-Methyl-1H-pyrazol-4-yl)phenyl)-3-(3-(1-methyl-4-oxido-2-oxo-1,2-dihydropyridin-3-yl)ureido)propanoat CN1N=CC(=C1)C=1C=C(C=CC1)[C@H](CC(=O)[O-])NC(=O)NC=1C(N(C=CC1[O-])C)=O.[Na+].[Na+]